NC1=NN2C(N=CC=C2)=C1C(=O)NC=1C=NNC1C1=C(C=CC(=C1)Cl)OC 2-amino-N-(5-(5-chloro-2-methoxyphenyl)-1H-pyrazol-4-yl)pyrazolo[1,5-a]pyrimidine-3-carboxamide